The molecule is a tetrapeptide composed of L-proline, L-tryptophan, L-valine, and glycine joined by peptide linkages. It has a role as a metabolite. It derives from a L-proline, a L-tryptophan, a L-valine and a glycine. CC(C)[C@@H](C(=O)NCC(=O)O)NC(=O)[C@H](CC1=CNC2=CC=CC=C21)NC(=O)[C@@H]3CCCN3